N-(4-aminobutyl)-5-(3-aminoprop-1-yn-1-yl)-7-methoxybenzofuran-2-carboxamide NCCCCNC(=O)C=1OC2=C(C1)C=C(C=C2OC)C#CCN